C(OC(C)(C)CC(C)(C)C)(=O)OOCC(CCCC)CC tert-octyl O-(2-ethylhexyl) monoperoxycarbonate